CC(C#C)(CCCC(C)C)O 3,7-dimethyl-octyn-3-ol